7,7,10,10-tetramethyl-2-phenyl-7,8,9,10-tetrahydro-5λ2-benzo[b]carbazole CC1(CCC(C=2C1=CC=1[N]C3=CC=C(C=C3C1C2)C2=CC=CC=C2)(C)C)C